(2R,4R)-4-amino-2-(hydroxymethyl)pyrrolidine-1-carboxylic acid ethyl ester hydrochloride Cl.C(C)OC(=O)N1[C@H](C[C@H](C1)N)CO